C(CC(C)C)N(C(=O)OCC1=C(N=NN1C)C=1N=C(C(=NC1)O[C@@H]1C[C@H](CCC1)C(=O)O)C)C (1S,3S)-3-((5-(5-(((isopentyl-(methyl)carbamoyl)oxy)methyl)-1-methyl-1H-1,2,3-triazol-4-yl)-3-methylpyrazin-2-yl)oxy)cyclohexane-1-carboxylic acid